NC=1C2=C(N=CN1)N(C(=C2C2=CC=C(C=C2)OC2=CC=CC=C2)C#CC2CN(C2)[C@H]2[C@H](CN(CC2)C(C=C)=O)F)C 1-((3S,4R)-4-(3-((4-amino-7-methyl-5-(4-phenoxyphenyl)-7H-pyrrolo[2,3-d]pyrimidin-6-yl)ethynyl)azetidin-1-yl)-3-fluoropiperidin-1-yl)prop-2-en-1-one